CC(CN1N=CC(=C1)C=1C(=NC=C(C1)F)C1=CC=C2C=CC=NC2=C1)(C)C 7-{3-[1-(2,2-Dimethylpropyl)-1H-pyrazol-4-yl]-5-fluoropyridin-2-yl}chinolin